N1(C(CCC1)C(=O)OCOC(N(CCN(C1=CC=C(C=C1)F)C1=CC(=CC=C1)Br)C(C)=O)=O)C(=O)OC(C)(C)C 2-(((acetyl(2-((3-bromophenyl)(4-fluorophenyl)amino)ethyl) carbamoyl)oxy)methyl) 1-tert-butyl pyrrolidine-1,2-dicarboxylate